N(=[N+]=[N-])[NH-] Azido-mono-amide